5-(2-((5-cyclopropyl-3-(3,5-dichloropyridin-4-yl)isoxazol-4-yl)methylene)-7-azaspiro[3.5]non-7-yl)-4-ethoxypicolineamide C1(CC1)C1=C(C(=NO1)C1=C(C=NC=C1Cl)Cl)C=C1CC2(C1)CCN(CC2)C=2C(=CC(=NC2)C(=O)N)OCC